C1NCCC2=CC=C(C=C12)C(=O)OCC ethyl 1,2,3,4-tetrahydroisoquinoline-7-carboxylate